[Na+].FC=1C=C(C=CC1)C1=NC=2N(C(=C1)COC)N=CC2C(=O)[O-] 5-(3-fluorophenyl)-7-(methoxymethyl)pyrazolo[1,5-a]Pyrimidine-3-carboxylic acid sodium salt